N-{5-[(dimethylamino)methyl]-1,3-benzoxazol-2-yl}-5-fluoro-1,3-benzoxazol-2-amine CN(C)CC=1C=CC2=C(N=C(O2)NC=2OC3=C(N2)C=C(C=C3)F)C1